COC1=NC=CC(=C1C1=CC=2C(=CN=C(C2)NC(=O)[C@H]2[C@@H](C2)CN2C3CN(CC2CC3)C(=O)OC(C)(C)C)N1C)OC tert-butyl 8-(((trans)-2-((2-(2,4-dimethoxypyridin-3-yl)-1-methyl-1H-pyrrolo[2,3-c]pyridin-5-yl) carbamoyl) cyclopropyl) methyl)-3,8-diazabicyclo[3.2.1]octane-3-carboxylate